(Z)-N-hydroxy-1-phenylcyclopropane-1-carboximidamide ON\C(=N/[H])\C1(CC1)C1=CC=CC=C1